OCC1=CC(=C2C(=CC(OC2=C1)=O)C1=C(C=CC=C1)C)C 7-(hydroxymethyl)-5-methyl-4-(o-tolyl)-2H-chromen-2-one